3-chloro-4-(1-(thiazol-4-yl)ethoxy)aniline ClC=1C=C(N)C=CC1OC(C)C=1N=CSC1